calcium diiodate I(=O)(=O)[O-].I(=O)(=O)[O-].[Ca+2]